(E)-3-(3-(2-(5-bromo-1H-indole-2-carbonyl)hydrazino)-3-oxoprop-1-en-1-yl)-1-heptylpyridine BrC=1C=C2C=C(NC2=CC1)C(=O)NNC(/C=C/C=1CN(C=CC1)CCCCCCC)=O